FC=1C=C(C=C(C1)F)C(C)NC(=O)C1=C(OC=2N=CN=C(C21)NC2(CC2)C)C N-[1-(3,5-difluorophenyl)ethyl]-6-methyl-4-[(1-methylcyclopropyl)amino]furo[2,3-d]pyrimidine-5-carboxamide